CN1C(N(C(C=2N(C(=NC12)NC1=CC=NC=C1)C)=O)CC=1NC2=C(C=CC=C2C1)C)=O 3,7-dimethyl-1-[(7-methyl-1H-indol-2-yl)methyl]-8-(4-pyridylamino)purine-2,6-dione